S1C(=NC2=C1C=CC=C2)C2=C(C=CC(=C2)Br)O (2-benzothiazol-2-yl)-4-bromophenol